ClC1=C(C=CC=C1)C=1N=C(SC1)C=1C(=NC=C(N1)N1CCOCC1)C(=O)N [4-(2-chlorophenyl)thiazol-2-yl]-5-morpholino-pyrazine-2-carboxamide